1-(6-((tert-butyldimethylsilyl)oxy)spiro[3.3]heptan-2-yl)-4-(2-fluoro-4-nitrophenyl)-1,2,3,6-tetrahydropyridine [Si](C)(C)(C(C)(C)C)OC1CC2(CC(C2)N2CCC(=CC2)C2=C(C=C(C=C2)[N+](=O)[O-])F)C1